COC=1C=[N+](C=CC1)[O-] 3-Methoxypyridine N-oxide